F[C@@H]1C[C@H](NC1)C(=O)OC Methyl (2S,4R)-4-fluoropyrrolidine-2-carboxylate